ClOC1=CC=C(C=C)C=C1 (R)-4-chlorooxystyrene